4,4-dicyano-3-phenyl-5-(4-nitrophenyl)-pyrrolidine-2-carboxylic acid methyl ester COC(=O)C1NC(C(C1C1=CC=CC=C1)(C#N)C#N)C1=CC=C(C=C1)[N+](=O)[O-]